FC1=C(C(=CC(=C1)NCCNCCO)F)N1C(N(C=2N=CC(=CC2C=2C(=CC(=CC12)C#N)F)F)CCC)=O 10-[2,6-difluoro-4-({2-[(2-hydroxyethyl)amino]ethyl}amino)phenyl]-4,15-difluoro-9-oxo-8-propyl-6,8,10-triazatricyclo[9.4.0.02,7]pentadeca-1(11),2(7),3,5,12,14-hexaene-13-carbonitrile